FC1(CC(C1)C1=C(C(=CC=C1)C)NC(CC(C)(C)C)=O)F N-[2-(3,3-difluorocyclobutyl)-6-methyl-phenyl]-3,3-dimethyl-butanamide